N6-(3-ethynyltetrahydrofuran-2-carbonyl)lysine C(#C)C1C(OCC1)C(=O)NCCCC[C@H](N)C(=O)O